BrC1=C2CCN(CC2=CC(=C1)NC=1N=NC(=C(N1)NC1=C(C=CC=C1)S(N(C)C)(=O)=O)C(=O)N)C ((5-bromo-2-methyl-1,2,3,4-tetrahydroisoquinolin-7-yl)amino)-5-((2-(N,N-dimethylsulfamoyl)phenyl)amino)-1,2,4-triazine-6-carboxamide